6-(3-chloropyridin-4-yl)-2-[(4-{[2-(dimethylamino)ethyl](methyl)amino}phenyl)amino]-8-methyl-5-[2-(triisopropylsilyl)ethynyl]pyrido[2,3-d]pyrimidin-7-one ClC=1C=NC=CC1C1=C(C2=C(N=C(N=C2)NC2=CC=C(C=C2)N(C)CCN(C)C)N(C1=O)C)C#C[Si](C(C)C)(C(C)C)C(C)C